O[C@H]1[C@H](O[C@@]2([C@@H](CCO2)NC(=O)C2=COC3=C2C=CC=C3)[C@@H]([C@H]1N1N=NC(=C1)C1=CC(=C(C(=C1)F)F)F)O)CO N-((4R,5S,7R,8R,9S,10R)-8,10-dihydroxy-7-(hydroxymethyl)-9-(4-(3,4,5-trifluorophenyl)-1H-1,2,3-triazol-1-yl)-1,6-dioxaspiro[4.5]decan-4-yl)benzofuran-3-carboxamide